tert-butyl 3-(azidomethyl)-2,2-difluorobicyclo[1.1.1]pentane-1-carboxylate N(=[N+]=[N-])CC12C(C(C1)(C2)C(=O)OC(C)(C)C)(F)F